bis(4-t-butylphenyl)iodonium 4-trifluoromethylbenzenesulfonate FC(C1=CC=C(C=C1)S(=O)(=O)[O-])(F)F.C(C)(C)(C)C1=CC=C(C=C1)[I+]C1=CC=C(C=C1)C(C)(C)C